FC(S(=O)(=O)OC1=NC(=C(C2=C1CCC2)C2=C(C=CC=C2)OCCOC)OC)(F)F [3-methoxy-4-[2-(2-methoxyethoxy)phenyl]-6,7-dihydro-5H-cyclopenta[c]pyridin-1-yl] trifluoromethanesulfonate